ethyl-3-methyl-2-(1-(phenylsulfonyl)-1H-indol-2-yl)imidazo[1,2-a]pyridine-7-carboxylate C(C)OC(=O)C1=CC=2N(C=C1)C(=C(N2)C=2N(C1=CC=CC=C1C2)S(=O)(=O)C2=CC=CC=C2)C